2-bromo-4-sulfamoylbenzoic acid BrC1=C(C(=O)O)C=CC(=C1)S(N)(=O)=O